2-(fluoroethyl)-1H-pyrrole FCCC=1NC=CC1